1-(difluoromethyl)-3-methylimidazole chlorine bromine [Br].[Cl].FC(N1CN(C=C1)C)F